2,2'-diallyl-biphenyl C(C=C)C1=C(C=CC=C1)C1=C(C=CC=C1)CC=C